FC1=C(C=C(C=C1F)C1=C(C=NN1C[2H])N)C(CCC[C@H](C(=O)O)C)(OC)OC (R)-6-(2,3-difluoro-5-(1-deuteromethyl-4-amino-1H-pyrazol-5-yl)phenyl)-6,6-dimethoxy-2-methylhexanoic acid